S1C2=C(C=C1)C(=CC=C2)N2CCN(CC2)CCCCOC2=CC=C1C=CC(NC1=C2)=O 7-[4-(4-BENZO[b]THIOPHEN-4-YL-PIPERAZIN-1-YL)BUTOXY]1H-CHINOLIN-2-ON